(S)-2-amino-3-propylhexan-1-ol N[C@H](CO)C(CCC)CCC